O=S1(N=C(C2=C1C=CC=C2)N(\N=C\C2=CC(=C(C=C2)B(O)O)OC)CC)=O [4-[(E)-[(1,1-dioxo-1,2-benzothiazol-3-yl)-ethyl-hydrazono]methyl]-2-methoxyphenyl]boronic acid